O1CCN(CC1)CCC1C(C1)C(=O)O 2-(2-morpholinoethyl)cyclopropanecarboxylic acid